C1CC12CN(CC2)CCNC(C2=CN=C(C(=C2)NC2=NN(C1=NC(=NC=C12)NC=1C=NN(C1)C)C)C)=O N-(2-(5-azaspiro[2.4]heptan-5-yl)ethyl)-6-methyl-5-((1-methyl-6-((1-methyl-1H-pyrazol-4-yl)amino)-1H-pyrazolo[3,4-d]pyrimidin-3-yl)amino)nicotinamide